bromo-7'-fluoro-2'H-spiro[cyclohexane-1,3'-imidazo[1,5-a]pyridine]-1',5'-dione BrN1C2(N3C(=CC(=CC3=O)F)C1=O)CCCCC2